FC1(C2CN(C(C1)CC2)C=2N=C1N(C(C2C)=O)C=C(C=C1[C@@H](C)NC1=C(C(=O)O)C=CC=C1)C)F 2-(((1R)-1-(2-(5,5-difluoro-2-azabicyclo[2.2.2]octan-2-yl)-3,7-dimethyl-4-oxo-4H-pyrido[1,2-a]pyrimidin-9-yl)ethyl)amino)benzoic acid